FC(F)C=1SC=CC1OCCN(C)C (difluoromethyl)-3-(2-(dimethylamino)ethoxy)thiophene